ammonium carbanate C(=O)[O-].[NH4+]